(R and S)-4-(((R)-1-(3-(1,1-difluoro-2-hydroxy-2-methylpropyl)-2-fluorophenyl)ethyl)amino)-6-methoxy-2,6,8-trimethyl-6,8-dihydro-7H-pyrrolo[3,2-g]quinazolin-7-one FC(C(C)(C)O)(F)C=1C(=C(C=CC1)[C@@H](C)NC1=NC(=NC2=CC3=C(C=C12)[C@@](C(N3C)=O)(C)OC)C)F |&1:26|